4'-((4-(ethylcarbamoyl)pyridin-2,6-diyl)bis(1H-1,2,3-triazole-4,1-diyl))bis(3-hydroxybenzoic acid) C(C)NC(=O)C1=CC(=NC(=C1)C=1N=NN(C1)C1=C(C(=O)O)C=CC=C1O)C=1N=NN(C1)C1=C(C(=O)O)C=CC=C1O